cis-4-azetidin-1-yl-N-[(1-(8-cyano-quinolin-5-yl)-5-trifluoromethyl-piperidin-3-yl)]-4-oxo-butyramide N1(CCC1)C(CCC(=O)N[C@@H]1CN(C[C@@H](C1)C(F)(F)F)C1=C2C=CC=NC2=C(C=C1)C#N)=O